CN(C)C[C-]1C(=CC=C1)P(C(C)(C)C)C(C)(C)C.[CH-]1C=CC=C1.[Fe+2] 1-(N,N-dimethylaminomethyl)-2-(di-tert-butylphosphino)ferrocene